C(#N)C=1C=C2C(=NC1)N=C(N2)C2(CCC2)C=2N=C1CCCN(C1=CC2)C(=O)OC2CC2 cyclopropyl 6-[1-(6-cyano-1H-imidazo[4,5-b]pyridin-2-yl)cyclobutyl]-3,4-dihydro-1,5-naphthyridine-1(2H)-carboxylat